N-((4r,5s,7r,8r,9s,10r)-8,10-dihydroxy-7-(hydroxymethyl)-9-(4-(3,4,5-trifluorophenyl)-1H-1,2,3-triazol-1-yl)-1,6-dioxaspiro[4.5]dec-4-yl)-2-(naphthalen-1-yl)acetamide O[C@H]1[C@H](O[C@@]2([C@@H](CCO2)NC(CC2=CC=CC3=CC=CC=C23)=O)[C@@H]([C@H]1N1N=NC(=C1)C1=CC(=C(C(=C1)F)F)F)O)CO